CC1=CC=C(C=C1)C(C1=C(C=CC=2C3=CC=C(C=C3CC12)C(C)(C)C)C(C)(C)C)(C1C=CC=C1)C1=CC=C(C=C1)C bis(4-methylphenyl)(cyclopentadienyl)(2,7-di-tert-butylfluorenyl)methane